N-(3-(4-(tert-butyl)benzamido)-4-methylphenyl)-4-(pyrimidin-2-yl)piperazine-1-carboxamide C(C)(C)(C)C1=CC=C(C(=O)NC=2C=C(C=CC2C)NC(=O)N2CCN(CC2)C2=NC=CC=N2)C=C1